(1R,3S)-3-{5-[(1-oxo-2,3-dihydro-1H-inden-5-yl)amino]-2H-pyrazol-3-yl}cyclopentyl (prop-2-ylamino)methanoate CC(C)NC(=O)O[C@H]1C[C@H](CC1)C=1NN=C(C1)NC=1C=C2CCC(C2=CC1)=O